N(=[N+]=[N-])\C(\C(=O)OCC)=C/C1=CN=C(S1)C1CCCC1 ethyl (Z)-2-azido-3-(2-cyclopentylthiazol-5-yl)prop-2-enoate